(2R,3S)-2-(4-(cyclopentylamino)phenyl)-N-(4-methyl-3-(trifluoro-methyl)phenyl)-1-((2-(trifluoromethyl)phenyl)sulfonyl)piperidine-3-carboxamide C1(CCCC1)NC1=CC=C(C=C1)[C@@H]1N(CCC[C@@H]1C(=O)NC1=CC(=C(C=C1)C)C(F)(F)F)S(=O)(=O)C1=C(C=CC=C1)C(F)(F)F